C1(CC1)C1=CC(=CC(=N1)C=1OC2=C(N1)C=C(C=C2)C=O)C2=C(C=C(C=C2)F)C2=NN=CN2C 2-(6-Cyclopropyl-4-(4-fluoro-2-(4-methyl-4H-1,2,4-triazol-3-yl)phenyl)pyridin-2-yl)benzo[d]oxazole-5-carbaldehyde